C(C1=CC=CC=C1)[C@H]1N(OCC1)C1=CC(=NC=N1)NC=1C(=CC(=C(C1)C(C(=O)N)=C)N1CCN(CC1)C1CCN(CC1)C)OC (5-((6-((R)-3-benzylisoxazolidin-2-yl)pyrimidin-4-yl)amino)-4-methoxy-2-(4-(1-methylpiperidin-4-yl)piperazin-1-yl)phenyl)acrylamide